((4-methoxybenzyl)amino)propan-2-ol COC1=CC=C(CNCC(C)O)C=C1